2-(6-{[(1R,3s,5S)-1,5-dimethyl-8-azabicyclo[3.2.1]octan-3-yl]oxy}pyridazin-3-yl)-5-(pyrimidin-5-yl)pyridin-3-ol C[C@]12CC(C[C@](CC1)(N2)C)OC2=CC=C(N=N2)C2=NC=C(C=C2O)C=2C=NC=NC2